FC=1C=C2C=CN=C(C2=C(C1)C)N[C@H]1CNCCC1 (R)-6-fluoro-8-methyl-N-(piperidin-3-yl)isoquinolin-1-amine